C(C)(C)(C)OC(=O)N=C(NC=1C=C(C(=O)OC)C=CC1C)NC(=O)OC(C)(C)C methyl 3-(2,3-bis(t-butoxycarbonyl) guanidino)-4-methylbenzoate